ClC=1C=C(SC1)COC1=CC=C(C=C1)NC(=O)C1=COC2=C1C=C(C(=C2)C2=NN=NN2)F N-(4-((4-chlorothien-2-yl)methoxy)phenyl)-5-fluoro-6-(1H-tetrazol-5-yl)benzofuran-3-carboxamide